1-(1-Methylbenzotriazol-5-yl)-6-oxo-pyridine-3-carboxylic acid CN1N=NC2=C1C=CC(=C2)N2C=C(C=CC2=O)C(=O)O